CC(=CCN(C(CCN1CCN(CC1)C(C1=CN=CC=C1)=O)=O)C=1C(N(C(N(C1)C)=O)C)=O)C N-(3-methylbut-2-en-1-yl)-N-(1,3-dimethyl-2,4-dioxo-1,2,3,4-tetrahydropyrimidin-5-yl)-3-(4-nicotinoylpiperazin-1-yl)propanamide